[Na+].C(CCCCCCC)S(=O)(=O)[O-] octylsulfonic acid, sodium salt